ClC1=CC(=C(C=C1)CC1=CC=CC2=C1N=C1N2CCN(C1)CC=1N(C2=C(N1)C=CC(=C2)C(=O)O)C[C@H]2OCC2)F 2-({9-[(4-chloro-2-fluorophenyl)methyl]-1,2,3,4-tetrahydrobenzo[4,5]imidazo[1,2-a]pyrazin-2-yl}methyl)-3-{[(2S)-oxetan-2-yl]methyl}benzo[d]imidazole-5-carboxylic acid